2-chloro-5-[3-(methoxy-methoxy)isoxazol-5-yl]pyridine ClC1=NC=C(C=C1)C1=CC(=NO1)OCOC